D-glucuronosyl-N-acetylglucosamine C1([C@H](O)[C@@H](O)[C@H](O)[C@H](O1)C(=O)O)C1(O)[C@H](NC(C)=O)[C@@H](O)[C@H](O)[C@H](O1)CO